(R)-N-(1-(azetidin-1-ylmethyl)cyclopropyl)-2-(p-tolyl)propanamide N1(CCC1)CC1(CC1)NC([C@H](C)C1=CC=C(C=C1)C)=O